ClC1=C(C=C(C=C1)NC1=NC=CC(=N1)NC1=NC(=NC=C1)C1=NC(=CC=C1)C)NC(=O)C1CCNCC1 N-[2-chloro-5-[[4-[[2-(6-methyl-2-pyridyl)pyrimidin-4-yl]amino]pyrimidin-2-yl]amino]phenyl]piperidine-4-carboxamide